L-α-methylserine C[C@](N)(CO)C(=O)O